N-(7-chloro-6-(1-(1,2-dimethylcyclopentyl)piperidin-4-yl)isoquinolin-3-yl)-6-oxaspiro[2.5]octane-1-carboxamide ClC1=C(C=C2C=C(N=CC2=C1)NC(=O)C1CC12CCOCC2)C2CCN(CC2)C2(C(CCC2)C)C